NC1=CC=C(C(=N1)C1C(CC=2C(=NC=NC2C1)N1CCN(CC1)C(C=C)=O)C)C(F)(F)F 1-(4-(7-(6-amino-3-(trifluoromethyl)pyridin-2-yl)-6-methyl-5,6,7,8-tetrahydroquinazolin-4-yl)piperazin-1-yl)prop-2-en-1-one